N-[4-(3-Cyanophenyl)-5-(2,6-dimethyl-4-pyridyl)thiazol-2-yl]-2,2-dioxo-3,4,6,7,9,9a-hexahydro-1H-pyrazino[2,1-c][1,4]thiazin-8-carboxamid C(#N)C=1C=C(C=CC1)C=1N=C(SC1C1=CC(=NC(=C1)C)C)NC(=O)N1CC2CS(CCN2CC1)(=O)=O